7-Ethyl-3-methyl-1-(5-oxohexyl)-1H-purine-2,6(3H,7H)-dione C(C)N1C=NC=2N(C(N(C(C12)=O)CCCCC(C)=O)=O)C